[Si](C)(C)(C(C)(C)C)O[C@H]1CC(C2(C1)CCN(CC2)C(=O)OCCCC)=O butyl (3R)-3-[(tert-butyldimethylsilyl)oxy]-1-oxo-8-azaspiro[4.5]decane-8-carboxylate